ClC=1C=CC(=C(C1)C1=CC(=NC=C1)C1CCC(CC1)(F)F)F 4-(5-chloro-2-fluorophenyl)-2-(4,4-difluorocyclohexyl)pyridin